COC(C1=CC(=CC=C1)C#CC1=NC=CC=C1)=O.ClC1=CC=C(OCC(=O)N(C23CC(C2)(C3)C=3OC(=NN3)C3(CCC3)OC(F)(F)F)CC#C)C=C1 2-(4-chlorophenoxy)-N-prop-2-ynyl-N-[1-[5-[3-cis-(trifluoromethoxy)cyclobutyl]-1,3,4-oxadiazol-2-yl]-3-bicyclo[1.1.1]pentanyl]acetamide methyl-3-[2-(2-pyridyl)ethynyl]benzoate